1-(4-fluorobenzyl)-N-((3S,4S)-3-methylpiperidin-4-yl)cyclopropane-1-carboxamide TFA salt OC(=O)C(F)(F)F.FC1=CC=C(CC2(CC2)C(=O)N[C@@H]2[C@H](CNCC2)C)C=C1